3-amino-9-azabicyclo[4.2.1]nonane-9-carboxylate NC1CC2CCC(CC1)N2C(=O)[O-]